C(C=C)OCC1OC(OC1)=O 4-[(2-propen-1-yloxy)methyl]-1,3-dioxolan-2-one